1-(2,4,4,5,5-pentamethylcyclopent-1-en-1-yl)ethan-1-one CC1=C(C(C(C1)(C)C)(C)C)C(C)=O